FC(C=1C=C(CNC([C@H](N2C([C@H]([C@H]2C=CC)N2C(OC[C@@H]2C2=CC=CC=C2)=O)=O)CC(=O)O)=O)C=CC1)(F)F (R)-(carboxymethyl)-2-[3(S)-(4(S)-phenylOxazolidin-2-one-3-yl)-4(R)-(propen-1-yl)azetidin-2-one-1-yl]Acetic acid N-(3-trifluoromethylbenzyl) amide